1-[3-chloro-5-[2-[2-[2-[2-[2-[2-[2-[2-(2-oxoethoxy)ethoxy]ethoxy]ethoxy]ethoxy]ethoxy]ethoxy]ethoxy]ethyl]phenyl]-3-[[2-(2,6-dioxo-3-piperidyl)-1-oxo-isoindolin-5-yl]methyl]urea ClC=1C=C(C=C(C1)CCOCCOCCOCCOCCOCCOCCOCCOCC=O)NC(=O)NCC=1C=C2CN(C(C2=CC1)=O)C1C(NC(CC1)=O)=O